C(#N)C=1C=C2C(C(=CN(C2=CC1N1CC2=NC=CC=C2C1)C=1C=NC(=CC1C)O)C(=O)O)=O 6-cyano-7-(5,7-dihydro-6H-pyrrolo[3,4-b]pyridin-6-yl)-1-(6-hydroxy-4-methylpyridin-3-yl)-4-oxo-1,4-dihydroquinoline-3-carboxylic acid